2-((4-(2-(4-chloro-2-fluorophenyl)-4-fluoro-2H-chromen-8-yl) piperidin-1-yl) methyl)-3-((1-(cyanomethyl) cyclopropyl) methyl)-3H-imidazo[4,5-b]pyridine-5-carboxylate ClC1=CC(=C(C=C1)C1OC2=C(C=CC=C2C(=C1)F)C1CCN(CC1)CC1=NC=2C(=NC(=CC2)C(=O)[O-])N1CC1(CC1)CC#N)F